(2S)-2-{[(tert-butoxy)carbonyl]amino}-6-[1-({[(9H-fluoren-9-yl)methoxy]carbonyl}amino)-3,6,9,12,15,18,21,24-octaoxaheptacosan-27-amido]hexanoic acid C(C)(C)(C)OC(=O)N[C@H](C(=O)O)CCCCNC(CCOCCOCCOCCOCCOCCOCCOCCOCCNC(=O)OCC1C2=CC=CC=C2C=2C=CC=CC12)=O